NC1=CC=C(C=N1)C1=NC(=CC=C1)C(=O)NC1=CC2=C(N=C(O2)N2CCOCC2)C=C1N1CC(CC1)O 6'-amino-N-(5-(3-hydroxypyrrolidin-1-yl)-2-morpholinobenzo[d]oxazol-6-yl)-[2,3'-bipyridine]-6-carboxamide